7-methoxy-4-(1-methylindazol-6-yl)-2-(2-pyrimidin-4-ylallyl)isoindolin-1-one COC=1C=CC(=C2CN(C(C12)=O)CC(=C)C1=NC=NC=C1)C1=CC=C2C=NN(C2=C1)C